N-Methylbenzylamin CNCC1=CC=CC=C1